4-[(3-chloro-2-fluorophenyl) amino]-7-methoxyquinazolin-6-yl acetate C(C)(=O)OC=1C=C2C(=NC=NC2=CC1OC)NC1=C(C(=CC=C1)Cl)F